C1(CC(=O)OC(C2=CC(=C(C=C2)OC)OC)(Cl)O1)=O 2-(chloro (3,4-dimethoxyphenyl) methylene) malonate